phenyl-6-azaspiro[3.4]octane C1(=CC=CC=C1)C1CCC12CNCC2